3,4-epoxycyclohexyl-ethyltrimethoxysilane C1(CC2C(CC1)O2)CO[Si](OC)(OC)CC